tert-butyl N-[(3R)-5-[(4-chlorophenyl)methyl]-7-[[[3-(1,1-dioxo-1,4-thiazinan-4-yl)-2,2-dimethyl-propanoyl]amino]carbamoyl]-8-fluoro-4-oxo-2,3-dihydro-1,5-benzothiazepin-3-yl]carbamate ClC1=CC=C(C=C1)CN1C([C@H](CSC2=C1C=C(C(=C2)F)C(NNC(C(CN2CCS(CC2)(=O)=O)(C)C)=O)=O)NC(OC(C)(C)C)=O)=O